N1CCC=2C1=CN=C(C2)C=2C=C1CN(C(C1=CC2)=O)C2C(NC(CC2)=O)=O 3-(5-(2,3-dihydro-1H-pyrrolo[2,3-c]pyridin-5-yl)-1-oxoisoindolin-2-yl)piperidine-2,6-dione